ClC(=C[C@@H]1C([C@H]1C(=O)OCC1=CC=CC=C1)(C)C)Cl benzyl (1S,3R)-3-(2,2-dichloro-vinyl)-2,2-dimethylcyclopropane-1-carboxylate